The molecule is a triacylglycerol 50:1 in which the acyl groups at positions 1, 2 and 3 are specified as oleoyl, isoheptadecanoyl and pentadecanoyl respectively. It is a metabolite of the nematode Caenorhabditis elegans. It has a role as a Caenorhabditis elegans metabolite. It is a triacyl-sn-glycerol and a triacylglycerol 50:1. CCCCCCCCCCCCCCC(=O)OC[C@@H](COC(=O)CCCCCCC/C=C\\CCCCCCCC)OC(=O)CCCCCCCCCCCCCC(C)C